4-tertiary-octyl-phenol C(C)(C)(CC(C)(C)C)C1=CC=C(C=C1)O